nonadecyl phosphate P(=O)(OCCCCCCCCCCCCCCCCCCC)([O-])[O-]